C(C)[C@H]1[C@H](NC([C@@H]1F)=O)COC1=NC=CC2=CC(=C(C=C12)OC)C(=O)N 1-{[(2s,3s,4r)-3-ethyl-4-fluoro-5-oxopyrrolidin-2-yl]methoxy}-7-methoxyisoquinoline-6-carboxamide